2-chloro-5-(phenylsulfonyl)pyridine ClC1=NC=C(C=C1)S(=O)(=O)C1=CC=CC=C1